ClC=1C=C(C=CC1C(F)(F)F)NC(=O)C1CC2(C1)CCC(CC2)C2=CC=NC1=CC=C(C=C21)F N-(3-chloro-4-(trifluoromethyl)phenyl)-7-(6-fluoroquinoline-4-yl)spiro[3.5]nonane-2-carboxamide